N-(4-((2,5-dimethyl-4,5-dihydropyrido[3,4-e][1,2,4]triazolo[1,5-a]pyrazin-6-yl)amino)-5-(propanoyl-3,3,3-d3)pyridin-2-yl)cyclopropanecarboxamide CC1=NN2C(CN(C3=C2C=CN=C3NC3=CC(=NC=C3C(CC([2H])([2H])[2H])=O)NC(=O)C3CC3)C)=N1